N5-[3-chloro-2-[2-(2-methoxyethyl)-1-piperidyl]phenyl]-N2,N2-dimethyl-thiophene-2,5-disulfonamide ClC=1C(=C(C=CC1)NS(=O)(=O)C1=CC=C(S1)S(=O)(=O)N(C)C)N1C(CCCC1)CCOC